(R)-3,3,3',3'-tetramethyl-6,6'-diphenyl-2,2',3,3'-tetrahydro-1,1'-spirobi[indene]-7,7'-diol CC1(CC2(C3=C(C(=CC=C13)C1=CC=CC=C1)O)CC(C1=CC=C(C(=C12)O)C1=CC=CC=C1)(C)C)C